2-bromo-N-(1-(3-chloro-2-fluorophenyl)-2,2-difluoroethyl)-N-cyclopropyl-acetamide BrCC(=O)N(C1CC1)C(C(F)F)C1=C(C(=CC=C1)Cl)F